(Z)-1-(2-Hydroxyphenyl)-3-(3-hydroxyphenyl)prop-2-en OC1=C(C=CC=C1)C\C=C/C1=CC(=CC=C1)O